toluidinamide NC=1C(=CC=CC1)C(=O)N